2-(tert-butyl)thiazole-5-carbaldehyde C(C)(C)(C)C=1SC(=CN1)C=O